5-[(3S,5R)-3-methyl-5-[[4-(4-piperidinyl)phenyl]methylamino]-1-piperidinyl]quinoline-8-carbonitrile C[C@@H]1CN(C[C@@H](C1)NCC1=CC=C(C=C1)C1CCNCC1)C1=C2C=CC=NC2=C(C=C1)C#N